C(N)(=O)C1(COC1)NC(=O)C=1N(N=C2C=CC(=CC12)OCC1=CC=NN1C)C N-(3-carbamoyl-oxetan-3-yl)-2-methyl-5-[(1-methyl-1H-pyrazol-5-yl)methoxy]-2H-indazole-3-carboxamide